IC1=CC=C(C(C=O)=C1)O 5-iodo-salicylaldehyde